6-acetyl-N-[4-methyl-3-(trifluoromethyl)phenyl]-2-(4-nitrophenyl)-5,7-dihydropyrrolo[3,4-b]pyridine-3-carboxamide C(C)(=O)N1CC2=NC(=C(C=C2C1)C(=O)NC1=CC(=C(C=C1)C)C(F)(F)F)C1=CC=C(C=C1)[N+](=O)[O-]